FC1=CC(=C(OCC=2C=C3C=CC=NC3=CC2)C=C1[N+](=O)[O-])OC 6-(4-fluoro-2-methoxy-5-nitrophenoxymethyl)quinoline